3-[5-Chloro-2-(propan-2-yl)thiophen-3-yl]-1-[(1-methyl-1H-pyrazol-4-yl)[(3S)-1-methylpyrrolidin-3-yl]sulfamoyl]urea ClC1=CC(=C(S1)C(C)C)NC(NS(N([C@@H]1CN(CC1)C)C=1C=NN(C1)C)(=O)=O)=O